tert-pentanal C(C=O)(C)CC